ClC1=NN=C(C=2CCCCC12)Cl 1,4-dichloro-5,6,7,8-tetrahydrophthalazine